3-Phenyl-2,3-dibromopropionic acid isopropyl ester C(C)(C)OC(C(C(Br)C1=CC=CC=C1)Br)=O